2-methyl-2-[32-methyl-20-oxo-8,9,10,21-tetrazahexacyclo[19.5.3.216,19.13,7.06,10.024,28]dotriaconta-1(26),3(32),4,6,8,16,18,24,27,30-decaen-2-yl]propanoic acid CC(C(=O)O)(C)C1C2=CC=C3CCN(C(C4=CC=C(CCCCCN5N=NC6=C5C=CC1=C6C)C=C4)=O)CC3=C2